3-(4-morpholin-4-ylphenyl)-1-phenyl-1H-pyrazolo[4,3-c]quinoline N1(CCOCC1)C1=CC=C(C=C1)C1=NN(C2=C1C=NC=1C=CC=CC21)C2=CC=CC=C2